2-(2-furyl)-4-methyl-3,6-dihydro-2H-pyran O1C(=CC=C1)C1OCC=C(C1)C